racemic-2-(dimethylamino)-1-(2-(3-isopropyl-2-(8-methyl-[1,2,4]triazolo[1,5-a]pyridin-6-yl)-1H-indol-5-yl)-5,5-dimethylmorpholino)ethanone CN(CC(=O)N1C[C@H](OCC1(C)C)C=1C=C2C(=C(NC2=CC1)C=1C=C(C=2N(C1)N=CN2)C)C(C)C)C |r|